NC1=CC(=NC=C1)C(=O)O 4-AMINOPYRIDINE-2-CARBOXYLIC ACID